ClC1=NC(=C(C(=N1)Cl)OCCN)OCCC1=CNC2=CC(=CC=C12)F 2-[2,4-dichloro-6-[2-(6-fluoro-1H-indol-3-yl)ethoxy]pyrimidin-5-yl]oxyethanamine